(2R,4R)-6-chloro-N-{3-[1-(4-chloro-3-fluorophenyl)-1H-pyrazol-4-yl]bicyclo[1.1.1]pent-1-yl}-4-hydroxy-3,4-dihydro-2H-1-benzopyran-2-carboxamide ClC=1C=CC2=C([C@@H](C[C@@H](O2)C(=O)NC23CC(C2)(C3)C=3C=NN(C3)C3=CC(=C(C=C3)Cl)F)O)C1